(3S)-3-({1-cyclopentyl-5-[2-(trifluoromethyl)phenyl]-1H-pyrazol-3-yl}formamido)-5-(3,5-difluoropiperidin-1-yl)pentanoic acid C1(CCCC1)N1N=C(C=C1C1=C(C=CC=C1)C(F)(F)F)C(=O)N[C@H](CC(=O)O)CCN1CC(CC(C1)F)F